n-methyl-3-((methylamino)methyl)aniline CNC1=CC(=CC=C1)CNC